(R)-2-(phenylseleno)-1-(p-tolyl)ethane-1-ol C1(=CC=CC=C1)[Se]C[C@H](O)C1=CC=C(C=C1)C